C(C(=C)C)(=O)O.C1(=CC=CC=C1)NC1=CC=CC=C1 diphenylamine methacrylate